tertbutyl N-[(1S)-1-[2-[5-(difluoromethyl)thiazol-2-yl]-1,2,4-triazol-3-yl]ethyl]carbamate FC(C1=CN=C(S1)N1N=CN=C1[C@H](C)NC(OC(C)(C)C)=O)F